C(C1=CC=CC=C1)OC(=O)C(C)CCCCCCC Nonane-2-carboxylic acid-(R)-benzyl ester